1-Butyl-2-ethylimidazolium C(CCC)N1C(=[NH+]C=C1)CC